C[Si]1(NC[C@@H](CCC1)NC(=O)C1=CC=2C(=NC(=C(C2F)F)C)N1)C N-[(4R)-1,1-dimethylsilazepan-4-yl]-4,5-difluoro-6-methyl-1H-pyrrolo[2,3-b]pyridine-2-carboxamide